{3-[(3S,4S)-4-amino-3-methyl-2-oxa-8-azaspiro[4.5]decan-8-yl]-6-(5-chloro-2H-indazol-6-yl)pyrazin-2-yl}methanol N[C@@H]1[C@@H](OCC12CCN(CC2)C=2C(=NC(=CN2)C=2C(=CC1=CNN=C1C2)Cl)CO)C